BrC1=CC(=C(C(=O)O)C=C1)NS(=O)(=O)C1=CC(=C(C=C1)SC1=CC(=C(C=C1)Cl)Cl)[N+](=O)[O-] 4-Bromo-2-((4-((3,4-dichlorophenyl)thio)-3-nitrophenyl)sulfonamido)benzoic acid